(3R,4aS,9bS)-3-methyl-7-(trifluoromethyl)-1,2,3,4,4a,9b-hexahydrobenzofuro[3,2-b]pyridine hydrochloride Cl.C[C@@H]1C[C@H]2[C@@H](NC1)C1=C(O2)C=C(C=C1)C(F)(F)F